(2-(3-cyclohexylpropyl)cyclopropyl)methanol C1(CCCCC1)CCCC1C(C1)CO